C(C#C)(=O)N propargyloamide